[Si](C)(C)(C(C)(C)C)O[C@H]1C[C@H](N(C1)C(=O)OC(C)(C)C)C=1NC2=C(N1)C(=C1C(=C2F)CC(C1)C=O)F tert-butyl (2S,4S)-4-[tert-butyl(dimethyl)silyl]oxy-2-(4,8-difluoro-6-formyl-3,5,6,7-tetrahydro cyclopenta[f]benz-imidazol-2-yl)pyrrolidine-1-carboxylate